isooctyl-p-methoxycinnamic acid C(CCCCC(C)C)C(C(=O)O)=CC1=CC=C(C=C1)OC